COC=1C(=CC(=NC1)C(F)(F)F)NC(=O)C=1C=NN(C1C(F)(F)F)C1=C2C=CNC(C2=CC=C1)=O N-(5-methoxy-2-(trifluoromethyl)pyridin-4-yl)-1-(1-oxo-1,2-dihydroisoquinolin-5-yl)-5-(trifluoromethyl)-1H-pyrazole-4-carboxamide